ClC1=CC=C2C(=N1)C=C(N2S(=O)(=O)C2=CC=CC=C2)C 5-chloro-2-methyl-1-(phenylsulfonyl)-1H-pyrrolo[3,2-b]pyridine